piperazinediethylamine N1(C(CNCC1)CCN)CCN